N-(4-bromobenzo[d]thiazol-2-yl)-2,6-difluoro-3-(piperazin-1-yl)benzamide BrC1=CC=CC2=C1N=C(S2)NC(C2=C(C(=CC=C2F)N2CCNCC2)F)=O